4-bromo-1-(4-methoxyphenyl)-1H-1,3-benzodiazole BrC1=CC=CC=2N(C=NC21)C2=CC=C(C=C2)OC